2,4-dinitrobenzene sodium [Na].[N+](=O)([O-])C1=CC=CC(=C1)[N+](=O)[O-]